CC1=C(N=C(N1)C1=NC=CC(=C1)C=1C=NC=C(C1)N1CCOCC1)C(=O)N[C@@H](C)C1=CC=CC=C1 5-Methyl-2-(5-morpholin-4-yl-3,4'-bipyridin-2'-yl)-N-[(1S)-1-phenylethyl]-1H-imidazol-4-carboxamid